CC(C)(C#CC1=CSC=C1)OC(O)=O.C(C1=CC=CC=C1)C1=C(N(CCN2CCN(CC2)C)C)C=CC(=C1)C 2-benzyl-N,4-dimethyl-N-(2-(4-methylpiperazin-1-yl)ethyl)aniline (2-methyl-4-(thien-3-yl)but-3-yn-2-yl)carbonate